BrC=1C=C(C=CC1)NCCC(C)=O 4-((3-bromophenyl)amino)-2-butanone